N-({6-[(1,3-thiazol-4-yl)methoxy]-5-(trifluoromethyl)-2-indolyl}methyl)-1-azetidinecarboxamide S1C=NC(=C1)COC1=C(C=C2C=C(NC2=C1)CNC(=O)N1CCC1)C(F)(F)F